C(=O)O.ClC1=NC(=CC(=N1)OC[C@@H]1CCC(N1)=O)N1C[C@](CCC1)(C)O (5S)-5-[({2-Chloro-6-[(3R)-3-hydroxy-3-methylpiperidin-1-yl]pyrimidin-4-yl}oxy)methyl]pyrrolidin-2-one formate